tetracyclo[4.4.0.12,5.17,10]dodecanyl methacrylate C(C(=C)C)(=O)OC12C3CCC(C2C2CCC1C2)C3